1,4-Diacetylbenzol C(C)(=O)C1=CC=C(C=C1)C(C)=O